bis(glycidoxy)naphthalene C(C1CO1)OC1=C(C2=CC=CC=C2C=C1)OCC1CO1